FC(F)C1=NC=CN=C1 (difluoromethyl)pyrazine